(S)-1-(2,3-Difluorobenzyl)-N-(2,4-dimethyl-5-oxo-5,6,7,8-tetrahydro-4H-pyrazolo[1,5-a][1,3]diazepin-6-yl)-1H-1,2,4-triazol-3-carboxamid FC1=C(CN2N=C(N=C2)C(=O)N[C@@H]2C(N(C=3N(CC2)N=C(C3)C)C)=O)C=CC=C1F